N-(diphenyl-methylene)glycine ethyl ester C(C)OC(CN=C(C1=CC=CC=C1)C1=CC=CC=C1)=O